CC=1NC2=CC=CC=C2C1C(NC1=NC=CC=C1)C1=NC=CC=C1 N-[(2-methyl-1H-indol-3-yl)-pyridin-2-ylmethyl]pyridin-2-amine